The molecule is an organic heterotricyclic compound that is 7,8-dihydro-2H,6H-pyrano[3,2-g]chromen-2-one substituted by a beta-hydroxy group at position 7 and two methyl groups at position 8. It is isolated from the roots of Angelica gigas and has been found to possess significant inhibitory activity against acetylcholinesterase enzyme (EC 3.1.1.7). It has a role as an EC 3.1.1.7 (acetylcholinesterase) inhibitor, an antineoplastic agent, an analgesic and a metabolite. It is an organic heterotricyclic compound, a delta-lactone, a secondary alcohol and a cyclic ether. CC1([C@H](CC2=C(O1)C=C3C(=C2)C=CC(=O)O3)O)C